ethyl 2-(4-(3-(2-azidoethoxy)phenyl)-3-phenyl 1H-pyrrol-2-yl)-2-oxoacetate N(=[N+]=[N-])CCOC=1C=C(C=CC1)C=1C(=C(NC1)C(C(=O)OCC)=O)C1=CC=CC=C1